CC1=C2C(N(C(C2=C(C(=C1C1=CC=CC=C1)C1=CC=CC=C1)C)=O)CCNC(OC(C)(C)C)=O)=O tert-Butyl (2-(4,7-dimethyl-1,3-dioxo-5,6-diphenylisoindolin-2-yl)ethyl)carbamate